N-(2-(3-fluorophenyl)propan-2-yl)benzo[d]isothiazol-3-amine FC=1C=C(C=CC1)C(C)(C)NC1=NSC2=C1C=CC=C2